6-chloro-N-[4-(dimethylamino)cyclohexyl]-2-methyl-pyridine-3-carboxamide ClC1=CC=C(C(=N1)C)C(=O)NC1CCC(CC1)N(C)C